N-(1-(2-methyl-3-(trifluoromethyl)phenyl)prop-2-yn-1-yl)acetamide β-(Dimethylamino)ethylmethacrylat CN(CCOC(C(=C)C)=O)C.CC1=C(C=CC=C1C(F)(F)F)C(C#C)NC(C)=O